tert-Butyl (R)-4-(3-amino-3,4-dihydro-2H-pyrano[2,3-b]pyridin-7-yl)piperazine-1-carboxylate N[C@@H]1CC=2C(=NC(=CC2)N2CCN(CC2)C(=O)OC(C)(C)C)OC1